ClC1=C(C=NC(=C1)Cl)NC(=S)NC(C1=CC=CC=C1)=O N-[(4,6-dichloropyridin-3-yl)thiocarbamoyl]benzamide